BrC1=C(NCC2OCCCN(C2)C(=O)OC(C)(C)C)C(=CC(=C1)F)[N+](=O)[O-] tert-butyl 2-[(2-bromo-4-fluoro-6-nitro-anilino)methyl]-1,4-oxazepane-4-carboxylate